CC(C(=O)N)C (E)-2-methyl-propionamide